C1(CC1)C1=NC=2N(C=C1)C=CC(C2C2=CC=C(C=C2)OC(F)F)=O 2-Cyclopropyl-9-(4-(difluoromethoxy)phenyl)-8-oxo-8H-pyrido[1,2-a]pyrimidine